Cl.C(C)(C)OC1(CC2(C1)CCNCC2)OC(C)C 2,2-diisopropyloxy-7-azaspiro[3.5]nonane hydrogen chloride